C(C\C=C/CCCCC)O CIS-3-NONEN-1-OL